(E)-(3-(2-([1,1'-Biphenyl]-2-yl)vinyl)-1H-indazol-5-yl)(7-methyl-2,7-diazaspiro[3.5]nonan-2-yl)methanone C1(=C(C=CC=C1)/C=C/C1=NNC2=CC=C(C=C12)C(=O)N1CC2(C1)CCN(CC2)C)C2=CC=CC=C2